Indazolol N1N=C(C2=CC=CC=C12)O